[N+](=O)([O-])C1=C(NCCNC(OC(C)(C)C)=O)C=CC=C1 tert-Butyl N-[2-(2-nitroanilino)ethyl]carbamate